CCC[C@@H](C)[C@H]1CC[C@H]2[C@@H]3CC=C4C[C@H](CC[C@]4(C)[C@H]3CC[C@]12C)O 5-cholen-3b-ol